N-((4aR,5S,6aS,7S)-5-hydroxy-1,4a,6a-trimethyl-2-oxo-2,3,4,4a,4b,5,6,6a,7,8,9,9a,9b,10-tetradecahydro-1H-indeno[5,4-f]quinolin-7-yl)cyclobutanecarboxamide O[C@H]1C[C@@]2([C@H](CCC2C2C1[C@]1(CCC(N(C1=CC2)C)=O)C)NC(=O)C2CCC2)C